(S)-N-(5-bromo-2-(3,4-dimethylpiperazin-1-yl)-4-fluorophenyl)-4-(difluoroMethyl)-6-(2-(trimethylsilyl)ethoxy)nicotinamide BrC=1C(=CC(=C(C1)NC(C1=CN=C(C=C1C(F)F)OCC[Si](C)(C)C)=O)N1C[C@@H](N(CC1)C)C)F